7-ethyl-3,4-dihydro-2H-spiro[acridine-9,1'-benzo[e]indole]-1,2'(3'H,10H)-dione C(C)C1=CC=C2NC=3CCCC(C3C3(C(NC=4C=CC5=C(C34)C=CC=C5)=O)C2=C1)=O